2,3-dimethyl-1-hexyl methacrylate C(C(=C)C)(=O)OCC(C(CCC)C)C